C12CCC(C3OC4=C(C31)C=CC=C4)C2 1,2,3,4,4a,9b-Hexahydro-1,4-methanodibenzo[b,d]furan